CC1(CCC(CC1)NC(=O)[C@@H]1N[C@H]([C@@]([C@H]1C1=C(C=CC=C1)Cl)(C1=C(C=CC(=C1)Cl)F)CN)CC(C)(C)C)C(=O)O methyl-(1R,4r)-4-((2R,3S,4S,5S)-4-(aminomethyl)-4-(5-chloro-2-fluorophenyl)-3-(2-Chlorophenyl)-5-neopentylpyrrolidine-2-carboxamido)cyclohexane-1-carboxylic acid